C1(CC1)C1=CC=NC2=CC=C(C=C12)OC1=C(C=C(C=C1Cl)[N+](=O)[O-])Cl 4-cyclopropyl-6-(2,6-dichloro-4-nitrophenoxy)quinoline